2,2-bis-(4-hydroxyphenyl)-2-phenylethane OC1=CC=C(C=C1)C(C)(C1=CC=CC=C1)C1=CC=C(C=C1)O